6-ACETYL-NICOTINALDEHYDE C(C)(=O)C1=NC=C(C=O)C=C1